quinazoline-2,4(1h,3h)-dione hydrochloride Cl.N1C(NC(C2=CC=CC=C12)=O)=O